N-[5-Ethylsulfonyl-6-[3-methyl-6-(trifluoromethyl)imidazo[4,5-c]pyridin-2-yl]-2-pyridyl]-thioacetamide C(C)S(=O)(=O)C=1C=CC(=NC1C1=NC2=C(C=NC(=C2)C(F)(F)F)N1C)NC(C)=S